FC(C1=CC=C(C=C1)CC=1C=2N(C=CC1)N=CC2C(=O)NC2CC1(CC(C1)C(=O)O[C@@H](C)C1=CC=CC=C1)C2)(F)F cis-(S)-1-phenylethyl 6-[[4-[[4-(trifluoromethyl)phenyl]methyl]pyrazolo[1,5-a]pyridine-3-carbonyl]amino]spiro[3.3]heptane-2-carboxylate